(E)-4-amino-2-butenoic acid NC/C=C/C(=O)O